CCN(CC)C1=NC(=CC(=N1)OP(=S)(OC)OC)C The molecule is an organic thiophosphate that is O,O-dimethyl O-pyrimidin-4-yl phosphorothioate substituted by a methyl group at position 6 and a diethylamino group at position 2. It has a role as an EC 3.1.1.7 (acetylcholinesterase) inhibitor, an acaricide, an agrochemical, an insecticide and an environmental contaminant. It is an organic thiophosphate and an aminopyrimidine. It derives from a 2-diethylamino-6-methylpyrimidin-4(1H)-one.